N1C=CC=C2C1=NC=CC=C2 pyrido[2,3-b]azepin